(2R,3R,4S)-2-(2-chloro-6-(2-chlorobenzylamino)-9H-purin-9-yl)tetrahydrothiophene-3,4-diol ClC1=NC(=C2N=CN(C2=N1)[C@@H]1SC[C@H]([C@H]1O)O)NCC1=C(C=CC=C1)Cl